Dicapryl Adipate CCCCCCCCCCOC(=O)CCCCC(=O)OCCCCCCCCCC